tert-butyl [1-(2,3'-difluoro[1,1'-biphenyl]-3-yl)-3-oxopropan-2-yl][(4-methoxyphenyl)methyl]carbamate FC1=C(C=CC=C1CC(C=O)N(C(OC(C)(C)C)=O)CC1=CC=C(C=C1)OC)C1=CC(=CC=C1)F